2-(morpholinomethyl)-6-nitro-4-bromo-phenol O1CCN(CC1)CC1=C(C(=CC(=C1)Br)[N+](=O)[O-])O